1-(pyridin-2-yl)-2-naphthamide N1=C(C=CC=C1)C1=C(C=CC2=CC=CC=C12)C(=O)N